N1=C(C=C2OCCCN21)N2C(C(=CC=C2)NC2=NC=1N(C(=C2)NC)N=CC1C(=O)N[C@H]1[C@@H](CC1)OC)=O 5-((1-(6,7-Dihydro-5H-pyrazolo[5,1-b][1,3]oxazin-2-yl)-2-oxo-1,2-dihydropyridin-3-yl)amino)-N-((1R,2R)-2-methoxycyclobutyl)-7-(methylamino)pyrazolo[1,5-a]pyrimidine-3-carboxamide